6-chloro-5'-(5-chloro-2-methylphenyl)-2'-(6-ethoxy-4-methoxypyridin-3-yl)-3'-(1-hydroxypropan-2-yl)-3'H-spiro[indoline-3,4'-pyrrolo[3,4-d]imidazole]-2,6'(5'H)-dione ClC1=CC=C2C(=C1)NC(C21N(C(C=2N=C(N(C21)C(CO)C)C=2C=NC(=CC2OC)OCC)=O)C2=C(C=CC(=C2)Cl)C)=O